(S)-1-((6-(((allyloxy) carbonyl) amino)-1-((4-(hydroxymethyl) phenyl) amino)-1-oxohexane-2-yl) carbamoyl) cyclobutane-1-carboxylate C1(CCC1)C(=O)OC(N[C@H](C(=O)NC1=CC=C(C=C1)CO)CCCCNC(=O)OCC=C)=O